diphosphorous acid choline salt OCC[N+](C)(C)C.P([O-])([O-])OP([O-])[O-].OCC[N+](C)(C)C.OCC[N+](C)(C)C.OCC[N+](C)(C)C